ClC1=C(C=CC(=C1)Cl)C=1N=C(SC1)C1OCCC(C1)C(=O)N (4-(2,4-dichlorophenyl)thiazol-2-yl)tetrahydro-2H-pyran-4-carboxamide